(S)-2-((3-chloro-2-((4-chlorobenzyl)oxy)-5,8-dihydro-1,7-naphthyridin-7(6H)-yl)methyl)-1-(oxetan-2-ylmethyl)-1H-benzo[D]imidazole-6-carboxylic acid ClC=1C(=NC=2CN(CCC2C1)CC1=NC2=C(N1C[C@H]1OCC1)C=C(C=C2)C(=O)O)OCC2=CC=C(C=C2)Cl